C(C1=CC=CC=C1)N1C(=NC=2N(C(N(C(C12)=O)CCCO)=O)C)OC1=CC=C(C=C1)C 7-benzyl-1-(3-hydroxypropyl)-3-methyl-8-(p-tolyloxy)-1H-purine-2,6(3H,7H)-dione